C(O)NC(C(=C)C)=O N-methylolmethacryl-amide